4-(6-chloro-3-(hydroxymethyl)pyridin-2-yl)-3-(hydroxymethyl)piperazine-1-carboxylic acid tert-butyl ester C(C)(C)(C)OC(=O)N1CC(N(CC1)C1=NC(=CC=C1CO)Cl)CO